(S)-6-(2,5-difluorophenyl)-3-(1-(6-ethoxy-5-methoxypyridin-2-yl)-2-(methylsulfonyl)ethyl)-1H-imidazo[4,5-b]pyridin-2(3H)-one FC1=C(C=C(C=C1)F)C=1C=C2C(=NC1)N(C(N2)=O)[C@H](CS(=O)(=O)C)C2=NC(=C(C=C2)OC)OCC